CC(C(=O)OCC(C)(C1=CC(=CC=C1)Cl)NC(NC1=C(C=CC=C1CN1C(OC=C1)=N)N)=S)(C)C 2-[({2-amino-6-[(2-imino-2,3-dihydro-1,3-oxazol-3-yl)methyl]phenyl}carbamothioyl)amino]-2-(3-chlorophenyl)propyl 2,2-dimethylpropanoate